Br.BrCCN1CCNCC1 4-(2-bromoethyl)piperazine hydrobromide